2-(tert-butylamino)ethane-1-ol tert-butyl-((S)-1-(3-bromo-5-(((S)-1-cyclopropylethyl)carbamoyl)-2-methoxypyridin-4-yl)-3-methylpyrrolidin-3-yl)carbamate C(C)(C)(C)N(C(=O)OCCNC(C)(C)C)[C@@]1(CN(CC1)C1=C(C(=NC=C1C(N[C@@H](C)C1CC1)=O)OC)Br)C